2-chloro-3-(3-trifluoromethylphenyl)propionitrile ClC(C#N)CC1=CC(=CC=C1)C(F)(F)F